OC1=NC=C(C(=N1)O)C(=O)O 2,4-dihydroxypyrimidine-5-carboxylic acid